(5Z)-4-hydroxy-6,10-dimethylundec-5,9-dien-2-one OC(CC(C)=O)\C=C(/CCC=C(C)C)\C